3-methyl-2-Cyclohexen-1-one CC1=CC(CCC1)=O